O[C@@H](C(=O)N1[C@@H]([C@@H]2[C@H](C1)CCC2)C(=O)N[C@@H](C[C@H]2C(NCC2)=O)C(COC(F)(F)F)=O)CC (1S,3aR,6aS)-2-((R)-2-hydroxybutanoyl)-N-((S)-3-oxo-1-((S)-2-oxopyrrolidin-3-yl)-4-(trifluoromethoxy)butan-2-yl)octahydrocyclopenta[c]pyrrole-1-carboxamide